(2S,4R)-1-((S)-3,3-dimethyl-2-(2-oxospiro[3.5]nonane-7-carboxamido)butanoyl)-N-(4-ethynyl-2-methoxybenzyl)-4-hydroxypyrrolidine-2-carboxamide CC([C@@H](C(=O)N1[C@@H](C[C@H](C1)O)C(=O)NCC1=C(C=C(C=C1)C#C)OC)NC(=O)C1CCC2(CC(C2)=O)CC1)(C)C